(3,4-difluorophenyl)methanol tert-butyl-((R)-1-((S)-1-phenylethyl)piperidin-3-yl)carbamate C(C)(C)(C)N(C(=O)OCC1=CC(=C(C=C1)F)F)[C@H]1CN(CCC1)[C@@H](C)C1=CC=CC=C1